2-methylpropanoic acid methoxyethyl ester COCCOC(C(C)C)=O